ClC1=C(C=CC(=C1)C(F)(F)F)COC1CN(C1)C(=O)N1CC(CC1)C1=NC=NN1 (-)-[3-[[2-Chloro-4-(trifluoromethyl)phenyl]methoxy]azetidin-1-yl]-[3-(1H-1,2,4-triazol-5-yl)pyrrolidin-1-yl]methanone